C(#N)[C@@H](C[C@@H]1C(NCCC1)=O)NC(=O)[C@H]1N(C[C@@H]2[C@H]1CC(C2)(F)F)C(=O)C=2NC1=C(C(=CC(=C1C2)F)C)Cl (1S,3aS,6aR)-N-((R)-1-cyano-2-((R)-2-oxopiperidin-3-yl)ethyl)-2-(4-fluoro-6-methyl-7-chloro-1H-indole-2-carbonyl)-5,5-difluorooctahydrocyclopenta[c]pyrrole-1-carboxamide